2-methoxy-N-[methoxy-[5-[5-(trifluoromethyl)-1,2,4-oxadiazol-3-yl]-2-thienyl]methyl]acetamide COCC(=O)NC(C=1SC(=CC1)C1=NOC(=N1)C(F)(F)F)OC